tert-butyl N-[2-amino-4-(2,3,5,6-tetradeutero-4-fluoro-phenyl)phenyl]carbamate NC1=C(C=CC(=C1)C1=C(C(=C(C(=C1[2H])[2H])F)[2H])[2H])NC(OC(C)(C)C)=O